CC1C=COS1(=O)=O 1-methyl-2-propen-1,3-sultone